2'-(5-Fluoro-2-((5-(6-methyl-2,6-diazaspiro[3.4]octan-2-yl)pyridin-2-yl)amino)pyrimidin-4-yl)-3',5'-dimethyl-5',6'-dihydro-4'H-spiro[cyclobutane-1,7'-thieno[3,2-c]pyridin]-4'-one FC=1C(=NC(=NC1)NC1=NC=C(C=C1)N1CC2(C1)CN(CC2)C)C2=C(C=1C(N(CC3(C1S2)CCC3)C)=O)C